(4-methylpiperazin-1-yl)(4-(2-((2-(piperidin-1-yl)quinazolin-4-yl)amino)ethoxy)phenyl)methanone CN1CCN(CC1)C(=O)C1=CC=C(C=C1)OCCNC1=NC(=NC2=CC=CC=C12)N1CCCCC1